[2-morpholino-4-(3-pyrazol-1-ylphenyl)-6-(3-pyridylamino)pyrimidin-6-yl]methanol O1CCN(CC1)C=1NC(C=C(N1)C1=CC(=CC=C1)N1N=CC=C1)(NC=1C=NC=CC1)CO